Tert-butyl (12aR)-9-(2-chloro-6-methoxyphenyl)-8-(cyclopropyloxy)-10-fluoro-3,4,12,12a-tetrahydro-6H-pyrazino[2,1-c][1,4]benzoxazepine-2(1H)-carboxylate ClC1=C(C(=CC=C1)OC)C1=C(C2=C(CN3[C@@H](CO2)CN(CC3)C(=O)OC(C)(C)C)C=C1OC1CC1)F